FC(C(=O)O)(CN1N=NC(=C1)C(NCC=1SC(=NN1)C1=CC=CC=C1)=O)F 2,2-difluoro-3-(4-(((5-phenyl-1,3,4-thiadiazol-2-yl)methyl)carbamoyl)-1H-1,2,3-triazol-1-yl)propanoic acid